3-((5-(4-(aminomethyl)-4-methylpiperidin-1-yl)pyrazin-2-yl)thio)-2-chloro-N-(cyclopentyl-sulfonyl)benzamide NCC1(CCN(CC1)C=1N=CC(=NC1)SC=1C(=C(C(=O)NS(=O)(=O)C2CCCC2)C=CC1)Cl)C